6-(4-((2-(4-(Cyanomethyl)piperidin-1-yl)-5-oxo-5,6-dihydropyrimido[4,5-d]pyridazin-4-yl)amino)phenyl)-6-azaspiro[2.5]octan C(#N)CC1CCN(CC1)C=1N=C(C2=C(C=NNC2=O)N1)NC1=CC=C(C=C1)N1CCC2(CC2)CC1